C(C=C)(=O)N1CCN(CCC1)S(=O)(=O)N1CCC2(CN(C2)C[C@H]2CN(CC2)C=2N=CN=NC2OC2=C(C(=O)N(C(C)C)C(C)C)C=C(C=C2)F)CC1 (S)-2-((5-(3-((7-((4-acryloyl-1,4-diazepan-1-yl)sulfonyl)-2,7-Diazaspiro[3.5]nonan-2-yl)methyl)pyrrolidin-1-yl)-1,2,4-triazin-6-yl)oxy)-5-fluoro-N,N-Diisopropylbenzamide